2-(4-(((3S,4R)-4-(4-fluorophenyl)piperidin-3-yl)methoxy)phenoxy)-ethoxylacetic acid hydrochloride Cl.FC1=CC=C(C=C1)[C@H]1[C@@H](CNCC1)COC1=CC=C(OCCOCC(=O)O)C=C1